S-Propyl 2-(4-chlorobenzoylamino)-3-(2-oxo-1,2-dihydroquinolin-4-yl)thiopropionate ClC1=CC=C(C(=O)NC(C(=O)SCCC)CC2=CC(NC3=CC=CC=C23)=O)C=C1